8-(6-(4-(pyridin-2-yl)piperazin-1-yl)pyridin-3-yl)quinoxalin-6-amine N1=C(C=CC=C1)N1CCN(CC1)C1=CC=C(C=N1)C=1C=C(C=C2N=CC=NC12)N